6-(4-(2-(piperidin-1-yl)ethoxy)phenyl)quinolin N1(CCCCC1)CCOC1=CC=C(C=C1)C=1C=C2C=CC=NC2=CC1